C(C)(C)(C)[C@H]1CN(C[C@H](N1)C)C=1N=NC(=CN1)C1=C(C=C(C=C1)C1=NSC=N1)[O-] 2-{3-[(3s,5r)-3-tert-butyl-5-methylpiperazin-1-yl]-1,2,4-triazin-6-yl}-5-(1,2,4-thiadiazol-3-yl)phenolate